FC=1C=C(CN2C(C3=C(C=C(C(=C3CC2)CCC(=C)C)OC)O)=O)C=CC1 2-(3-Fluorobenzyl)-8-hydroxy-6-methoxy-5-isopentenyl-3,4-dihydroisoquinolin-1(2H)-one